(2S,3R)-1-tert-butoxycarbonyl-3-hydroxy-2-piperidinecarboxylic acid C(C)(C)(C)OC(=O)N1[C@@H]([C@@H](CCC1)O)C(=O)O